C(#N)C=1C(=CC(=NC1)NC(=O)C1=CC=C(C=C1)C1=C(C=C(C=C1)C1=NOC(=N1)C)F)OCCN(C)C N-(5-cyano-4-(2-(dimethylamino)ethoxy)pyridin-2-yl)-2'-fluoro-4'-(5-methyl-1,2,4-oxadiazol-3-yl)-[1,1'-biphenyl]-4-carboxamide